C(C)OC=1C=C(C=C(C1C)OCC)[C@@H](C)N(C(=O)NC1(CC(C1)(F)F)C(=O)O)CCCCC1CCNCC1 1-({[(1R)-1-(3,5-Diethoxy-4-Methylphenyl)Ethyl][4-(Piperidin-4-Yl)Butyl]Carbamoyl}Amino)-3,3-Difluorocyclobutane-1-Carboxylic Acid